C(C)NC(=O)NC1=NOC(=C1)CC1CCN(CC1)C=1C(=NC(=CC1)C=1NC=CN1)F 1-ethyl-3-(5-((1-(2-fluoro-6-(1H-imidazol-2-yl)pyridin-3-yl)piperidin-4-yl)methyl)isoxazol-3-yl)urea